C(C(C)C)(=O)OC=1C(=NC=CC1OC)C(N[C@H](C(=O)NN(C)C(C1=CC=C(C=C1)Cl)C1=CC=C(C=C1)Cl)C)=O (S)-2-((1-(2-(bis(4-chlorophenyl)methyl)-2-methylhydrazineyl)-1-oxopropan-2-yl)carbamoyl)-4-methoxypyridin-3-yl isobutyrate